tert-Butyl N-({1-[tert-butyl(dimethyl)silyloxy]cyclopropyl}methylcarbamothioyl)-carbamate [Si](C)(C)(C(C)(C)C)OC1(CC1)CNC(=S)NC(OC(C)(C)C)=O